COC1=CC=C(CN(C2=NC(=NN3C2=NC=C3C(C=3C=CC(=NC3F)C=3CCN(CC3)C(=O)OC(C)(C)C)O)OC(C)CCC)CC3=CC=C(C=C3)OC)C=C1 tert-butyl 5-((4-(bis(4-methoxybenzyl) amino)-2-(pentan-2-yloxy) imidazo[2,1-f][1,2,4]triazin-7-yl) (hydroxy) methyl)-6-fluoro-3',6'-dihydro-[2,4'-bipyridine]-1'(2'H)-carboxylate